C1(=CC=CC=C1)C1=C(C=CC=C1C=1C2=CC=CC=C2C(=C2C=CC=CC12)C=1C=NC=CC1)C1=NC2=CC=CC=C2N=C1 2-phenyl-3-[10-(3-pyridyl)-9-anthracenyl]phenylquinoxaline